N-((S*)-1-(2-((S)-amino(4,4-difluorocyclohexyl)methyl)imidazo[1,2-b]pyridazin-7-yl)-2-methylpropyl)-2-(3,3-difluorocyclobutyl)acetamide N[C@H](C=1N=C2N(N=CC(=C2)[C@H](C(C)C)NC(CC2CC(C2)(F)F)=O)C1)C1CCC(CC1)(F)F |o1:10|